C[C@@]1(C=C[C@@H](CC1)C(=C)C)O (1R,4R)-1-methyl-4-(prop-1-en-2-yl)cyclohex-2-en-1-ol